vinyl-dimethyl-monochlorosilane methyl-5-(8-(5-isopropyl-1-(methylcarbamoyl)imidazo[1,5-a]pyridin-7-yl)isoquinolin-3-yl)picolinate COC(C1=NC=C(C=C1)C=1N=CC2=C(C=CC=C2C1)C1=CC=2N(C(=C1)C(C)C)C=NC2C(NC)=O)=O.C(=C)[Si](Cl)(C)C